1,3-diazido-2-propanol N(=[N+]=[N-])CC(CN=[N+]=[N-])O